O[C@H]1C[C@H](N2N=C(N=C21)C(=O)OCC)C(C)C Ethyl Cis-7-hydroxy-5-isopropyl-6,7-dihydro-5H-pyrrolo[1,2-b][1,2,4]triazole-2-carboxylate